2-(3-Formyl-5-methylphenyl)acetonitrile C(=O)C=1C=C(C=C(C1)C)CC#N